2-phenyl-3-(phenylseleno)-6-methylindole C1(=CC=CC=C1)C=1NC2=CC(=CC=C2C1[Se]C1=CC=CC=C1)C